C(CC)OC(N(C)C)OCCC N,N-dimethylformamide dipropylacetal